ethyl 3-(((trifluoromethyl)sulfonyl)oxy)cyclopent-2-ene-1-carboxylate FC(S(=O)(=O)OC1=CC(CC1)C(=O)OCC)(F)F